S(O)O Thioalcohol